N1=CC(=CC=C1)C=1C=C(C=CC1)C1=CC(=CC(=C1)C1=CC(=CC=C1)C=1C=NC=CC1)C1=CC(=CC=C1)C=1C=NC=CC1 2,4,6-Tri(m-pyrid-3-yl-phenyl)benzene